(2S,4r)-N-[2-(2-aminothiazol-5-yl)ethyl]-1-[(2S)-2-(4-cyclopropyltriazol-1-yl)-3,3-dimethyl-butyryl]-4-hydroxy-pyrrolidine-2-carboxamide NC=1SC(=CN1)CCNC(=O)[C@H]1N(C[C@@H](C1)O)C([C@H](C(C)(C)C)N1N=NC(=C1)C1CC1)=O